1-(3-fluorobicyclo[1.1.1]pentan-1-yl)-4-((6-(thiazol-2-yl)pyridazin-3-yl)methyl)-1,4-dihydropyrazine-2,3-dione FC12CC(C1)(C2)N2C(C(N(C=C2)CC=2N=NC(=CC2)C=2SC=CN2)=O)=O